2-(2-hydroxyphenyl)-benzoOxazole OC1=C(C=CC=C1)C=1OC2=C(N1)C=CC=C2